OC1=CC(=CC(=C1)O)O 1,3,5-Trihydroxybenzene